tert-butyl (R)-3-(methyl(pent-4-en-1-yl)amino)pyrrolidine-1-carboxylate CN([C@H]1CN(CC1)C(=O)OC(C)(C)C)CCCC=C